(R,E)-ethyl 2-((tert-butylsulfinyl) imino)acetate C(C)(C)(C)[S@@](=O)\N=C\C(=O)OCC